O1C=C(C=C1)C1=C2C(=NC=C1)NN=C2C2=C(C=CC=C2)OC 4-(3-furyl)-3-(2-methoxyphenyl)-1H-pyrazolo[3,4-b]pyridine